methyl (S)-4-(2-aminopyridin-4-yl)-2-((tert-butoxycarbonyl) Amino)butanoate NC1=NC=CC(=C1)CC[C@@H](C(=O)OC)NC(=O)OC(C)(C)C